N-(2,2,2-trifluoro-1-(4-fluorophenyl)ethyl)imidazo[1,2-b]pyridazine-3-sulfonamide FC(C(C1=CC=C(C=C1)F)NS(=O)(=O)C1=CN=C2N1N=CC=C2)(F)F